Dibromohexane CC(CCC(C)Br)Br